C(C)(C)(C)OC(=O)N1CC(C1)CN(C(C(F)(F)F)=O)C1CC1 3-[(cyclopropyl-2,2,2-trifluoroacetamido)methyl]azetidine-1-carboxylic acid tert-butyl ester